FC(C(=O)O)(F)F.CS(=O)(=O)C1=CC=C(C=C1)C1=CC=C(C(=O)N)C=C1 4-(4-methanesulfonylphenyl)benzamide trifluoroacetic acid salt